N1(CCC1)C[C@H](C)NC(=O)C1=CC(=NN1C)C1=NC(=NC=C1)NC1=CC(=CC(=C1)Cl)Cl N-[(2S)-1-(azetidin-1-yl)propan-2-yl]-3-{2-[(3,5-dichlorophenyl)amino]pyrimidin-4-yl}-1-methyl-1H-pyrazole-5-carboxamide